OCC[C@H](C)NC=1C(=CC2=C(OC3(C=NS2(=O)=O)CCOCC3)N1)C 7'-(((S)-4-Hydroxybutan-2-yl)amino)-8'-methyl-1',1'-dioxido-2,3,5,6-tetrahydrospiro[pyran-4,4'-pyrido[2,3-b][1,4,5]oxathiazepin]